ClC1=CC=C(C[C@@H](N)C(=O)O)C=C1 |r| DL-p-Chlorophenylalanine